COC1=CC=C(C=C1)CCC(=CCCOC1=CC=C(C=C1)CCC(C)=O)C 4-(4-((6-(4-methoxyphenyl)-4-methyl-hex-3-en-1-yl)oxy)phenyl)butan-2-one